9-(2-aminoethyl)-N-(3,4-dichlorophenyl)-2,3,4,9-tetrahydro-1H-pyrido[3,4-b]indol-6-amine NCCN1C2=C(C3=CC(=CC=C13)NC1=CC(=C(C=C1)Cl)Cl)CCNC2